[Cr](=O)[O-] monochromaformat